(S)-methyl 2-(4-(4-(4-(5-(1-amino-1-(4-fluorophenyl)ethyl)pyrimidin-2-yl)piperazin-1-yl)pyrrolo[2,1-f][1,2,4]triazin-6-yl)-1H-pyrazol-1-yl)-2-methylpropanoate N[C@@](C)(C1=CC=C(C=C1)F)C=1C=NC(=NC1)N1CCN(CC1)C1=NC=NN2C1=CC(=C2)C=2C=NN(C2)C(C(=O)OC)(C)C